C(C)C1C(NC=2C=C(C=NC2C1)CN1CCN(CC1)C=1C=CC(=NC1C)C(=O)NC)=O 5-(4-((7-ethyl-6-oxo-7,8-dihydro-1,5-naphthyridin-3-yl)methyl)piperazin-1-yl)-N,6-dimethylpyridine-2-carboxamide